ClC=1C=C(N)C=CC1OCC1=CC=C(C=C1)OC 3-chloro-4-((4-methoxybenzyl)oxy)aniline